Methyl 8-((4-fluorophenyl) amino)-2-methyl-3-oxo-3,4-dihydroquinoxaline-6-carboxylate FC1=CC=C(C=C1)NC=1C=C(C=C2NC(C(=NC12)C)=O)C(=O)OC